4-(3-(4-Chloro-2-fluorophenyl)-2,3-dihydrobenzo[b][1,4]dioxin-5-yl)-3,6-Dihydropyridine-1(2H)-carboxylate ClC1=CC(=C(C=C1)C1OC2=C(OC1)C=CC=C2C=2CCN(CC2)C(=O)[O-])F